BrC=1C=C(C=C(C1OC(\C=C\C1=CC=NC=C1)=O)OC)C1NC(NC(=C1C(=O)OCC)C)=O (E)-ethyl 4-(3-bromo-5-methoxy-4-(3-(pyridin-4-yl)acryloyloxy)phenyl)-6-methyl-2-oxo-1,2,3,4-tetrahydropyrimidine-5-carboxylate